ClC=1C=NC(=NC1)C1(C(C2(CNC2)C1)[2H])[2H] 6-(5-chloropyrimidin-2-yl)-2-azaspiro[3.3]heptane-5,6-d2